N-((3S,4R)-3-fluorotetrahydro-2H-pyran-4-yl)-5-(imidazo[1,2-a]pyrimidin-6-yl)-4-methoxypyrrolo[2,1-f][1,2,4]triazin-2-amine F[C@@H]1COCC[C@H]1NC1=NN2C(C(=N1)OC)=C(C=C2)C=2C=NC=1N(C2)C=CN1